N-{1-[4-(2-methyl-1H-imidazol-1-yl)phenyl]ethyl}acetamide CC=1N(C=CN1)C1=CC=C(C=C1)C(C)NC(C)=O